NC([C@H](CCC)N1C([C@H](O[C@@H]([C@@H]1C1=CC=C(C=C1)Cl)C1=CC(=CC=C1)Cl)CC(=O)O)=O)=O 2-((2R,5S,6R)-4-((S)-1-amino-1-oxopentan-2-yl)-6-(3-chlorophenyl)-5-(4-chlorophenyl)-3-oxomorpholin-2-yl)acetic acid